spiro[2.3]hexane-5-carbaldehyde C1CC12CC(C2)C=O